N(=[N+]=[N-])CC(CC1=CC=C(C=C1)C(F)(F)F)O 1-azido-3-[4-(trifluoromethyl)phenyl]propan-2-ol